5-Chloro-3-methyl-2-[2-(2-methyl-7,8-dihydro-5H-pyrido[4,3-d]pyrimidin-6-yl)oxazolo[4,5-b]pyridin-5-yl]phenol ClC=1C=C(C(=C(C1)O)C1=CC=C2C(=N1)N=C(O2)N2CC1=C(N=C(N=C1)C)CC2)C